CC/C=C\\C[C@@H](/C=C/C=C\\C/C=C\\C=C\\[C@H](/C=C\\CCCC(=O)O)O)O The molecule is a member of the class of resolvins that is (5Z,8E,10Z,13Z,15Z,19Z)-docosahexaenoic acid carrying two hydroxy substituents at positions 7 and 17 (the 7S,17S-stereoisomer). It has a role as an anti-inflammatory agent, a human xenobiotic metabolite, a mouse metabolite and a marine xenobiotic metabolite. It is a diol, a resolvin, a secondary allylic alcohol and a hydroxy polyunsaturated fatty acid. It is a conjugate acid of a resolvin D5(1-).